C(#N)/C(/C(=O)NC1=NC=C(C=N1)C(=O)NC1=CC=CC=C1)=C(\C=1C=NOC1C)/O 2-[[(Z)-2-cyano-3-hydroxy-3-(5-methylisoxazol-4-yl)prop-2-enoyl]amino]-N-phenyl-pyrimidine-5-carboxamide